(Z)-7-octadecenol C(CCCCC\C=C/CCCCCCCCCC)O